FC(C(=O)O)(F)F.NC=1C(=C(C=NC1)C=1C(=NC(=C(C1)C=1C=C2CCNC(C2=CC1)=O)N)F)C 6-(5',6-diamino-2-fluoro-4'-methyl-[3,3'-bipyridin]-5-yl)-3,4-dihydroisoquinolin-1(2H)-one 2,2,2-trifluoroacetate